tert-butyl 4-[3-cyano-2-(2-furyl)pyrazolo[1,5-a]pyrimidin-5-yl]-3,6-dihydro-2H-pyridine-1-carboxylate C(#N)C=1C(=NN2C1N=C(C=C2)C=2CCN(CC2)C(=O)OC(C)(C)C)C=2OC=CC2